COS(=O)(=O)[O-].OCC[NH3+] 2-hydroxyethylammonium methyl-sulfate